CC1(N(CCC1)CCC(=O)NC=1C=NC(=C(C1)[N+](=O)[O-])C)C 3-(2,2-dimethylpyrrolidin-1-yl)-N-(6-methyl-5-nitropyridin-3-yl)propionamide